OC1(C2(C(=C3[C@@H](C(C=C3C1=O)(C)C)NS(=O)(=O)C1=CC=C(C=C1)C)C)CC2)C N-((3'R)-6'-hydroxy-2',2',4',6'-tetramethyl-7'-oxo-2',3',6',7'-tetrahydrospiro[cyclopropane-1,5'-inden]-3'-yl)-4-methylbenzenesulfonamide